N1CCNCCC1 [1,4]diazepan